CC=1C=C2C(C=C(OC2=C(C1)C(C)NC1=C(C(=O)O)C=CC=C1)N1CCC(CC1)(C(F)(F)F)C)=O 2-[1-[6-Methyl-2-[4-methyl-4-(trifluoromethyl)-1-piperidyl]-4-oxo-chromen-8-yl]ethylamino]benzoic acid